1-(benzenesulfonyl)-3-indoleboronic acid C1(=CC=CC=C1)S(=O)(=O)N1C=C(C2=CC=CC=C12)B(O)O